N-[2-(1H-indol-3-yl)ethyl]Pyrimidine-2-amine N1C=C(C2=CC=CC=C12)CCNC1=NC=CC=N1